(S)-(1-(benzo[d][1,3]dioxol-5-yl) propan-2-yl) propanesulfonate C(CC)S(=O)(=O)O[C@H](CC1=CC2=C(OCO2)C=C1)C